C1(=CC=CC=C1)C=1N=C(C2=C(C=NNC2=O)N1)NC1=CC=C(C=C1)OCCN1CCNCC1 2-Phenyl-4-((4-(2-(Piperazin-1-yl)ethoxy)phenyl)amino)pyrimido[4,5-d]pyridazin-5(6H)-on